5-[4-amino-5-(trifluoromethyl)-pyrrolo[2,1-f][1,2,4]triazin-7-yl]-N-[(3R,4S)-1-(5-bromo-1,2,3,4-tetrahydronaphthalen-1-yl)-4-fluoropyrrolidin-3-yl]-2-methoxypyridine-3-carboxamide NC1=NC=NN2C1=C(C=C2C=2C=C(C(=NC2)OC)C(=O)N[C@@H]2CN(C[C@@H]2F)C2CCCC1=C(C=CC=C21)Br)C(F)(F)F